(E)-3-(4-diethylaminophenyl)-1-(4-methoxy-2-(3,4,5-trimethoxyphenoxy)phenyl)prop-2-en-1-one C(C)N(C1=CC=C(C=C1)/C=C/C(=O)C1=C(C=C(C=C1)OC)OC1=CC(=C(C(=C1)OC)OC)OC)CC